CC1(CC1)N1C(C(N(C=C1)CC#C)=O)=O 1-(1-methylcyclopropyl)-4-(prop-2-yn-1-yl)-1,4-dihydropyrazine-2,3-dione